N-(2-amino-8-(4,4-difluoropiperidin-1-yl)-7-fluoroquinolin-6-yl)-4-((2-hydroxyethyl)sulfonamido)-2-(6-azaspiro[2.5]octan-6-yl)benzamide NC1=NC2=C(C(=C(C=C2C=C1)NC(C1=C(C=C(C=C1)NS(=O)(=O)CCO)N1CCC2(CC2)CC1)=O)F)N1CCC(CC1)(F)F